[K].C1CCC2=C(C=3CCCC3C=C12)NC(=O)NS(=O)(=O)C1CN(C1)CC=1N(C=CN1)C N-((1,2,3,5,6,7-Hexahydro-s-indacen-4-yl)carbamoyl)-1-((1-methyl-1H-imidazol-2-yl)methyl)azetidine-3-sulfonamide, Potassium Salt